(3E,10E,14E)-3,7,11,15-tetramethylhexadeca-1,3,6,10,14-pentaene C/C(/C=C)=C\CC=C(CC\C=C(\CCC=C(C)C)/C)C